C1(CC1)C=1C=C(C=CC1)C(CN)N 1-(3-cyclopropylphenyl)ethane-1,2-diamine